BrC=1C=C(\C=N\C2=CC=C(C(=O)O)C=C2)C=C(C1OC(\C=C\C1=CC(=CC=C1)Br)=O)OC 4-((E)-((E)-3-bromo-4-((E)-3-(3-bromophenyl)acryloyloxy)-5-methoxybenzylidene)amino)benzoic acid